ClC=1C=C2C(=CC=NC2=CN1)NC1=CC=C(C=C1)[N+](=O)[O-] 6-chloro-N-(4-nitrophenyl)-1,7-naphthyridin-4-amine